(E)-2-(2-(aminomethyl)-3-fluoroallyl)-5-(tert-amyl)-2,5,6,7-tetrahydro-4H-pyrazolo[4,3-c]pyridin-4-one NC/C(/CN1N=C2C(C(N(CC2)C(C)(C)CC)=O)=C1)=C\F